BrC=1C(=NC=C(C(=O)OC)C1N1C[C@H](CC1)NC(=O)OC(C)(C)C)OC methyl (S)-5-bromo-4-(3-((tert-butoxycarbonyl) amino) pyrrolidin-1-yl)-6-methoxynicotinate